1-(phthalazin-6-yl)ethan-1-one C1=NN=CC2=CC(=CC=C12)C(C)=O